C(C)(C)(C)OC(CCCOCCOCCN)=O.CN1N=CC=C1C1=CC=C2C(N(C=NC2=C1)CC=1C=C(C(=O)NC2CCN(CC2)C)C=CC1)=O 3-((7-(1-methyl-1H-pyrazol-5-yl)-4-oxoquinazolin-3(4H)-yl)methyl)-N-(1-methylpiperidin-4-yl)benzamide tert-butyl-4-[2-(2-aminoethoxy)-ethoxy]butanoate